N1-(2,4-difluoro-3-[3-(2-methoxyethoxy)-5-nitro-6-quinoxalinyl]aminophenyl)-1-propanesulfonamide FC1=C(C=CC(=C1NC=1C(=C2N=C(C=NC2=CC1)OCCOC)[N+](=O)[O-])F)NS(=O)(=O)CCC